[B]1N[B]N[B]N1 triboron nitride